(2S,3R,5R)-benzhydryl 3-((Z)-chloro (hydroxyimino) methyl)-3-methyl-7-oxo-4-thia-1-azabicyclo[3.2.0]Heptane-2-carboxylate 4,4-dioxide Cl\C(\[C@]1([C@@H](N2C(C[C@H]2S1(=O)=O)=O)C(=O)OC(C1=CC=CC=C1)C1=CC=CC=C1)C)=N/O